FC1=CC=C(C=C1)[C@@H]1N(CCC2=CC=CC=C12)C(=O)O[C@@H]1C[C@@H](C1)N cis-3-aminocyclobutyl (S)-1-(4-fluorophenyl)-3,4-dihydroisoquinoline-2(1H)-carboxylate